cyclopropyl((1R,3R,4S,5S)-5-(difluoromethyl)-3-ethynyl-2-azabicyclo[2.2.1]heptan-2-yl)methanone C1(CC1)C(=O)N1[C@H]2C[C@@H]([C@@H]([C@@H]1C#C)C2)C(F)F